C(C)(C)(C)C1=NOC(=N1)C12CCC(CC1)(CC2)CN(C(=O)C2CCOCC2)C2=CC(=CC=C2)C2=NC(=NO2)C2CC2 N-((4-(3-(tert-butyl)-1,2,4-oxadiazol-5-yl)bicyclo[2.2.2]octan-1-yl)methyl)-N-(3-(3-cyclopropyl-1,2,4-oxadiazol-5-yl)phenyl)tetrahydro-2H-pyran-4-carboxamide